C(C(C)C)C=1N=CSC1 4-isobutyl-thiazole